O[C@@H]1C[C@H](N(C1)C([C@H](C(C)(C)C)NC(=O)C12CC(C1)(C2)C(=O)O)=O)C(NCC2=CC=C(C=C2)C2=C(N=CS2)C)=O 3-(((S)-1-((2S,4R)-4-hydroxy-2-((4-(4-methylthiazol-5-yl)benzyl)carbamoyl)pyrrolidin-1-yl)-3,3-dimethyl-1-oxobutan-2-yl)carbamoyl)bicyclo[1.1.1]pentane-1-carboxylic acid